CC1=C(C(=CC=C1)C)C1=NC=2NS(C=3C=CC=C(NC(C4CN(CC(OC(=C1)N2)C4)C(=O)OC(C)(C)C)=O)C3)(=O)=O tert-Butyl 19-(2,6-dimethylphenyl)-8,15,15-trioxo-2-oxa-15λ6-thia-5,9,16,18,21-pentaazatetracyclo[15.3.1.13,7.110,14]tricosa-1(20),10,12,14(22),17(21),18-hexaene-5-carboxylate